imidazol-2-one tris-TFA salt OC(=O)C(F)(F)F.OC(=O)C(F)(F)F.OC(=O)C(F)(F)F.N=1C(N=CC1)=O